[N-](S(=O)(=O)C(F)(F)C(F)(F)F)S(=O)(=O)C(F)(F)C(F)(F)F.C(C)[N+]1(CCCCC1)CCCC 1-ethyl-1-butylpiperidinium bis(pentafluoroethanesulfonyl)imide salt